BrC1=CC(=C(O[C@H](C(=O)OC(C)(C)C)C)C=C1F)C1=NOCC1OCCCC tert-butyl (2S)-2-[4-bromo-5-fluoro-2-(4-butoxy-4,5-dihydroisoxazol-3-yl) phenoxy]propanoate